N-{6-chloro-4-[4-(2-chloroacetyl)piperazin-1-yl]pyrimidin-2-yl}glycine ClC1=CC(=NC(=N1)NCC(=O)O)N1CCN(CC1)C(CCl)=O